(1-(7,8-Dichloro-4-(1H-imidazol-1-yl)quinolin-2-yl)piperidin-3-yl)methanol ClC1=CC=C2C(=CC(=NC2=C1Cl)N1CC(CCC1)CO)N1C=NC=C1